3-amino-5-(2-aminoquinazolin-7-yl)-N-methyl-benzamide NC=1C=C(C(=O)NC)C=C(C1)C1=CC=C2C=NC(=NC2=C1)N